S1C=NC2=C1C=CC(=C2)B2OC(C)(C)C(C)(C)O2 benzo[d]thiazole-5-boronic acid pinacol ester